COC=1C=C2C=CC(=CC2=CC1)C1=NC(=NC(=N1)C(Cl)(Cl)Cl)C(Cl)(Cl)Cl 2-(6-methoxy-naphth-2-yl)-4,6-bis-trichloromethyl-s-triazine